C(=O)C1=NC2=CC=C(C=C2C=C1)/C=C/C(=O)NC1CCN(CC1)C1COC1 (E)-3-(2-formylquinolin-6-yl)-N-(1-(oxetan-3-yl)piperidin-4-yl)acrylamide